(5-benzyl-2,6-dimethoxypyrimidin-4-yl)cyclohexanone C(C1=CC=CC=C1)C=1C(=NC(=NC1OC)OC)C1C(CCCC1)=O